O=C1N(N=C(C=C1C(=O)N[C@@H](C(F)(F)F)CO)C1=CC=C(C=C1)C(F)(F)F)C=1C=NNC1 3-oxo-2-(1H-pyrazol-4-yl)-N-[(2R)-1,1,1-trifluoro-3-hydroxypropan-2-yl]-6-[4-(trifluoromethyl)phenyl]-2,3-dihydropyridazine-4-carboxamide